BrC1=CC2=C(NC(O2)=O)C(=C1)Cl 6-bromo-4-chloro-2,3-dihydro-1,3-benzoxazol-2-one